O=C1N(C2=C(OC1)C=CC(=C2)C2=C(C(=C(C(=C2F)F)F)F)F)[C@@H](C(=O)O)C (R)-2-(3-oxo-6-(perfluorophenyl)-2,3-dihydro-4H-benzo[b][1,4]oxazin-4-yl)propanoic acid